(2S,3R)-2-(4-methoxybenzoyl)-3-phenylspiro[cyclopropane-1,2'-indene]-1',3'-dione COC1=CC=C(C(=O)[C@H]2[C@@H](C23C(C2=CC=CC=C2C3=O)=O)C3=CC=CC=C3)C=C1